6-oxo-pyridine-2-carbonitrile O=C1C=CC=C(N1)C#N